N-(2-(3,5-dimethyl-1-octanoyl-indolin-3-yl)ethyl)-N-methylformamide CC1(CN(C2=CC=C(C=C12)C)C(CCCCCCC)=O)CCN(C=O)C